6-amino-2-[8-(aminomethyl)-6-azaspiro[3.4]octan-6-yl]-5-(2,3-dichlorophenyl)pyrimidine-4-carboxamide NC1=C(C(=NC(=N1)N1CC2(CCC2)C(C1)CN)C(=O)N)C1=C(C(=CC=C1)Cl)Cl